C1=CC(=C(C=C1O)O)C2=COC3=CC(=CC(=C3C2=O)O)O The molecule is a hydroxyisoflavone that is genistein substituted by an additional hydroxy group at position 2'. It has been isolated from Crotalaria lachnophora. It has a role as a plant metabolite. It derives from a genistein. It is a conjugate acid of a 2'-hydroxygenistein(1-).